C(CCC)OC(=O)C=1C(=CC=CC1)C1=CC=C(C=C1)CBr.CO[Si](C(CCCCCCCN(C)C)[SiH2]CNCCC[Si](OCC)(OCC)C)(OC)OC 1-trimethoxysilyl-8-(dimethylamino)(methyldiethoxysilylpropylamino)methylsilyl-octane n-butyl-4'-bromomethyl-2-biphenylcarboxylate